C(=O)(OC(C)(C)C)NC1CNCCC1 3-(Boc-amino)piperidine